5-methyl-N4-(1-methylcyclopropyl)-N2-(5-(4-methylpiperazin-1-yl)pyrimidin-2-yl)thieno[2,3-d]pyrimidine-2,4-diamine CC1=CSC=2N=C(N=C(C21)NC2(CC2)C)NC2=NC=C(C=N2)N2CCN(CC2)C